N,N'-(butane-1,4-diyl)bis(1-hydroxy-N-(3-(1-hydroxy-6-oxo-1,6-dihydropyridine-2-carboxamido)propyl)-6-oxo-1,6-dihydropyridine-2-carboxamide) C(CCCN(C(=O)C=1N(C(C=CC1)=O)O)CCCNC(=O)C=1N(C(C=CC1)=O)O)N(C(=O)C=1N(C(C=CC1)=O)O)CCCNC(=O)C=1N(C(C=CC1)=O)O